COC1=CC=C(OCC2=NN=C(O2)S)C=C1 5-((4-methoxyphenoxy)methyl)-1,3,4-oxadiazole-2-thiol